5-fluoro-2-[2-(methoxymethyl)-1H-benzimidazol-1-yl]-N-(4-methoxyphenyl)pyrimidine FC=1C=NC(N(C1)C1=CC=C(C=C1)OC)N1C(=NC2=C1C=CC=C2)COC